CC1=CC=CC=2N1N=C(C2)[C@@H]2N(CCC1=C2N=CN1)C(=O)C1=C(N=CO1)C(F)(F)F (R)-(4-(7-methylpyrazolo[1,5-a]pyridin-2-yl)-6,7-dihydro-1H-imidazo[4,5-c]pyridin-5(4H)-yl)(4-(trifluoromethyl)oxazol-5-yl)methanone